2-butyl-2-ethyl-1,3-propylene glycol diacrylate C(C=C)(=O)OCC(COC(C=C)=O)(CC)CCCC